(S)-6-(1-amino-1,3-dihydrospiro[indene-2,4'-piperidin]-1'-yl)-3-(1-(3-cyclopropoxyphenyl)cyclopropyl)-1,5-dihydro-4H-pyrazolo[3,4-d]pyrimidin-4-one N[C@@H]1C2=CC=CC=C2CC12CCN(CC2)C=2NC(C1=C(N2)NN=C1C1(CC1)C1=CC(=CC=C1)OC1CC1)=O